4-(1-(2-amino-5-methoxy-4-((triisopropylsilyl)oxy)benzoyl)-2-(((tert-butyldimethylsilyl)oxy)methyl)-1,2,3,6-tetrahydropyridin-4-yl)-N-methylbenzenesulfonamide NC1=C(C(=O)N2C(CC(=CC2)C2=CC=C(C=C2)S(=O)(=O)NC)CO[Si](C)(C)C(C)(C)C)C=C(C(=C1)O[Si](C(C)C)(C(C)C)C(C)C)OC